1-(4-(3-((5-phenoxypyridin-2-yl)amino)-1,4,5,6,8-penta-aza-acenaphthylen-5(1H)-yl)piperidin-1-yl)prop-2-en-1-one O(C1=CC=CC=C1)C=1C=CC(=NC1)NC=1C2=CNC=3N=CN=C(N(N1)C1CCN(CC1)C(C=C)=O)C32